N1CCC2=C(C=CC=C12)CN1N=C(C=C1C(=O)N)C(=O)NC 1-(indolin-4-ylmethyl)-N3-methyl-1H-pyrazole-3,5-dicarboxamide